1-((3S,5R)-1-Acryloyl-5-(methoxymethyl)pyrrolidin-3-yl)-3-((7-fluoro-1-methyl-1H-benzo[d]imidazol-5-yl)ethynyl)-5-(methylamino)-1H-pyrazole-4-carboxamide C(C=C)(=O)N1C[C@H](C[C@@H]1COC)N1N=C(C(=C1NC)C(=O)N)C#CC1=CC2=C(N(C=N2)C)C(=C1)F